C(C)(C)(C)OC(=O)N1[C@@H](COCC1)C(N)=O (3S)-3-carbamoylmorpholine-4-carboxylic acid tert-butyl ester